O=C1OC(CN1)C(=O)N oxooxazolidine-5-carboxamide